[Si](C)(C)(C(C)(C)C)OC=1C=C(CNC2=CC(=C(C(=C2)OC)OC)OC)C=CC1OC N-(3-((tert-butyldimethylsilyl)oxy)-4-methoxybenzyl)-3,4,5-trimethoxyaniline